O(C)C1=CC=C2C(=NC(=NC2=C1)C)NC(C)C1=CC(=CC(=C1)C(F)(F)F)[N+](=O)[O-] 7-methoxyl-2-methyl-N-(1-(3-nitryl-5-(trifluoromethyl)phenyl)ethyl)quinazoline-4-amine